FC1(CCN(CC1)C1=C(C=C(C(=O)NC2=C(C=C(C=C2)F)CC(=O)O)C=C1)NC(=O)C1=NN(C2=CC=CC=C12)CC(F)(F)F)F 2-(2-(4-(4,4-difluoropiperidin-1-yl)-3-(1-(2,2,2-trifluoroethyl)-1H-indazole-3-carboxamido)benzamido)-5-fluorophenyl)acetic acid